2-(2-Aminopyridin-4-yl)-N-(6-(3-fluoropyridin-4-yl)-2,2-dimethyl-2,3-dihydrobenzofuran-5-yl)oxazole-4-carboxamide NC1=NC=CC(=C1)C=1OC=C(N1)C(=O)NC=1C(=CC2=C(CC(O2)(C)C)C1)C1=C(C=NC=C1)F